C1(CC1)C1=C(C(=NO1)C1=C(C=CC=C1Cl)Cl)CO[C@H]1[C@@H]2[C@H](N([C@H](C1)C2)C2=CC=C(C(=O)O)C=C2)C 4-[(1S,3R,4S,5R)-5-{[5-cyclopropyl-3-(2,6-dichlorophenyl)-1,2-oxazol-4-yl]methoxy}-3-methyl-2-azabicyclo[2.2.1]heptan-2-yl]benzoic acid